tert-butyl 6-(2-(3-aminoisoxazol-5-yl) phenoxy)-2-azaspiro[3.3]heptane-2-carboxylate NC1=NOC(=C1)C1=C(OC2CC3(CN(C3)C(=O)OC(C)(C)C)C2)C=CC=C1